(2S,4S)-1-((R)-2-amino-4-phenylbutanoyl)-N-(4-carbamimidoylbenzyl)-4-phenylpyrrolidine-2-carboxamide dihydrochloride Cl.Cl.N[C@@H](C(=O)N1[C@@H](C[C@H](C1)C1=CC=CC=C1)C(=O)NCC1=CC=C(C=C1)C(N)=N)CCC1=CC=CC=C1